Cadmium nitrit N(=O)[O-].[Cd+2].N(=O)[O-]